Cis-5-(5-(4-Bromo-3-fluorophenyl)thiazol-2-yl)-N-(3-chloro-4-fluorophenyl)-2-methyl-1,2,6-thiadiazinane-3-carboxamide 1,1-dioxide BrC1=C(C=C(C=C1)C1=CN=C(S1)[C@@H]1C[C@@H](N(S(N1)(=O)=O)C)C(=O)NC1=CC(=C(C=C1)F)Cl)F